1-ethylhexyl lactate (1-ethylhexyl lactate) C(C)C(CCCCC)C(C(=O)O)(O)C.C(C(O)C)(=O)OC(CCCCC)CC